(R)-4-methyl-2,6-dihydropyrrolo[3,4-c]pyrazole-5(4H)-carboxylic acid tert-butyl ester C(C)(C)(C)OC(=O)N1CC2=NNC=C2[C@H]1C